4-(neopentyloxysulfonyl)-aminobutyric acid C(C(C)(C)C)OS(=O)(=O)CCC(C(=O)O)N